(S)-6-chloro-2-((6-(3,3-difluorocyclobutyl)-5-oxo-6,7-dihydro-5H-pyrrolo[3,4-d]pyrimidin-2-yl)amino)-2,3-dihydro-1H-indene-4-carbonitrile ClC=1C=C(C=2C[C@H](CC2C1)NC=1N=CC2=C(N1)CN(C2=O)C2CC(C2)(F)F)C#N